ClC=1C=C(C=CC1C)CC(C(=O)O)=O 3-(3-chloro-4-methylphenyl)-2-oxopropionic acid